CC1=CC=C(C=C1)S(=O)(=O)OC=1C2=C(N=C(N1)OCC13CCCN3CCC1)CN(CC2)C2=CC=CC1=CC=CC(=C21)F 7-(8-fluoronaphthalen-1-yl)-2-((hexahydro-1H-pyrrolizin-7a-yl)methoxy)-5,6,7,8-tetrahydropyrido[3,4-d]pyrimidin-4-yl 4-methylbenzenesulfonate